C(C1=CC=CC=C1)OC=1C(C(=CN2C1C(N1[C@H](CC[C@]([C@H]2C1)(CCO)O)C)=O)C(=O)NCC1=C(C=C(C=C1F)F)F)=O (3S,6R,7R)-12-(benzyloxy)6-hydroxy-6-(2-hydroxyethyl)-3-methyl-1,11-dioxo-N-(2,4,6-trifluorobenzyl)-1,4,5,6,7,11-hexahydro-3H-2,7-methanopyrido[1,2-a][1,4]diazonine-10-carboxamide